2-bromo-3-fluoroisonicotinaldehyde BrC=1C(=C(C=O)C=CN1)F